trans-ethyl 2-(3-bromophenyl)cyclopropanecarboxylate BrC=1C=C(C=CC1)[C@H]1[C@@H](C1)C(=O)OCC